N1CC(C1)C=1N(C2=C(C=NC=3N=C(C=CC23)OC)N1)CC1=CC(=C(C=C1)S(=O)(=O)N)F 4-[[2-(Azetidin-3-yl)-7-methoxy-imidazo[4,5-C][1,8]naphthyridin-1-yl]methyl]-2-fluoro-benzenesulfonamide